FC1=CC(=CC=2C3=C(C=NC12)N=NN3)C 6-fluoro-8-methyl-1H-[1,2,3]triazolo[4,5-c]quinolin